3-Acetylpropionic acid C(C)(=O)CCC(=O)O